C(#N)C=1C=C(C=CC1)S(=O)(=O)NC1CC(C1)NC1=C2C(=NC=C1C=1OC(=CN1)C(=O)NC)NC=C2 2-(4-(((1r,3r)-3-((3-cyanophenyl)sulfonamido)cyclobutyl)amino)-1H-pyrrolo[2,3-b]pyridin-5-yl)-N-methyloxazole-5-carboxamide